CC1COCC(N1CCOCCN1C(COCC1C)C)C di-(2-(3,5-dimethyl-morpholino)ethyl)ether